(3aS,4R,6aR)-4-(4-dihydroxyboryl-butyl)-1-(2-(methylamino)ethyl)octahydropyrrolo[2,3-c]pyrrole-4-carboxylic acid hydrochloride Cl.OB(CCCC[C@@]1([C@@H]2[C@H](CN1)N(CC2)CCNC)C(=O)O)O